tert-Butyl N-[6-[(1R)-2-benzyloxy-1-methyl-pent-4-enoxy]-2-[[[(2R)-2-benzyloxy-2-(trifluoromethyl)pent-4-enoyl]amino]carbamoyl]-5-(trifluoromethyl)-3-pyridyl]carbamate C(C1=CC=CC=C1)OC([C@H](OC1=C(C=C(C(=N1)C(NNC([C@](CC=C)(C(F)(F)F)OCC1=CC=CC=C1)=O)=O)NC(OC(C)(C)C)=O)C(F)(F)F)C)CC=C